COC(=O)N1C[C@@H](CCC1)NC=1C2=C(N=C(N1)N1CC(C1)OC1=CC=C(C=C1)F)CC[S@]2=O (3R)-3-(((5R)-2-(3-(4-fluorophenoxy)azetidin-1-yl)-5-oxo-6,7-dihydrothieno[3,2-d]pyrimidin-4-yl)amino)piperidine-1-carboxylic acid methyl ester